N-(3-Chloro-5-(4-chlorophenoxy)phenyl)-5-(2-((2-methoxyethyl)sulfonyl)propan-2-yl)benzo[b]thiophen-2-carboxamid ClC=1C=C(C=C(C1)OC1=CC=C(C=C1)Cl)NC(=O)C1=CC2=C(S1)C=CC(=C2)C(C)(C)S(=O)(=O)CCOC